p-mentha-1,8-diene C1(=CCC(CC1)C(=C)C)C